sodium (2S)-2-(6-methoxynaphthalen-2-yl)propanoate COC=1C=C2C=CC(=CC2=CC1)[C@@H](C(=O)[O-])C.[Na+]